6-bromo-2-(methylamino)pyrido[2,3-d]pyrimidin-7(8H)-one BrC1=CC2=C(N=C(N=C2)NC)NC1=O